((7-methoxy-2-oxo-3,4-dihydroquinolin-1(2H)-yl)methyl)-N'-propylbenzoyl-hydrazine COC1=CC=C2CCC(N(C2=C1)CN(NCCC)C(C1=CC=CC=C1)=O)=O